BrC=1C2=C3C=4C(C(N(C(C4C1)=O)CC(CCCCCCCCCC)CCCCCCCC)=O)=CC(=C3C=3C=1C4=C(C(N(C(C4=CC3)=O)CC(CCCCCCCCCC)CCCCCCCC)=O)C=CC21)Br 5,13-Dibromo-2,9-bis(2-octyldodecyl)anthra[2,1,9-def:6,5,10-d'e'f']diisoquinoline-1,3,8,10(2H,9H)-tetrone